N[C@H](C(=O)OC)CCC(=O)N1CCN(CC1)CCOCCOCCOCCOCC(=O)OC(C)(C)C methyl (2S)-2-amino-5-[4-[2-[2-[2-[2-(2-tert-butoxy-2-oxo-ethoxy)ethoxy]ethoxy]ethoxy]ethyl]piperazin-1-yl]-5-oxo-pentanoate